2-[5-bromo-4-(4-fluorophenyl)-2-methyl-1H-imidazol-1-yl]Acetyl-piperazine (1R,3S)-3-(3-{[(1,3-dimethyl-1H-pyrazol-5-yl)carbonyl]amino}-1H-pyrazol-5-yl)cyclopentyl-propylcarbamate CN1N=C(C=C1C(=O)NC1=NNC(=C1)[C@@H]1C[C@@H](CC1)N(C(O)=O)CCC)C.BrC1=C(N=C(N1CC(=O)N1CCNCC1)C)C1=CC=C(C=C1)F